(S)-2-((5-chloro-2,3-dihydrobenzofuran-3-yl)amino)-N-hydroxypyrimidine-5-carboxamide ClC=1C=CC2=C([C@@H](CO2)NC2=NC=C(C=N2)C(=O)NO)C1